ClC1=CC(=C(C=O)C=C1)C(=O)N1[C@@H](CCCC1)COC1=C(C(=CC=C1)O)C=O 4-chloro-2-[(2S)-2-[(2-formyl-3-hydroxyphenoxy)methyl]piperidine-1-carbonyl]benzaldehyde